di-(2,6-dimethylphenyl)phosphoryl chloride CC1=C(C(=CC=C1)C)P(=O)(C1=C(C=CC=C1C)C)Cl